O1C(C(=CC2=CC=CC=C12)C=1N=C(SC1)C=1SC=C(N1)C=1C(OC2=CC=CC=C2C1)=O)=O 3-(2-[4-(Chromen-2-one-3-yl)thiazol-2-yl]-thiazol-4-yl)-chromen-2-one